(S)-(2-(6-(2-ethyl-5-fluoro-4-hydroxyphenyl)-4-methyl-1H-indazol-3-yl)-4,6-dihydropyrrolo[3,4-d]imidazol-5(1H)-yl)(3-hydroxypyrrolidin-1-yl)ketone C(C)C1=C(C=C(C(=C1)O)F)C1=CC(=C2C(=NNC2=C1)C1=NC2=C(N1)CN(C2)[C@H]2N(CCC2O)C(=O)N2[C@@H](C(CC2)O)N2CC=1NC(=NC1C2)C2=NNC1=CC(=CC(=C21)C)C2=C(C=C(C(=C2)F)O)CC)C